7-(2-amino-3-cyano-7-fluorobenzo[b]thiophen-4-yl)-6-chloro-8-fluoro-2-(((2R,7aS)-2-fluorotetrahydro-1H-pyrrolizin-7a(5H)-yl)methoxy)quinazolin NC1=C(C2=C(S1)C(=CC=C2C2=C(C=C1C=NC(=NC1=C2F)OC[C@]21CCCN1C[C@@H](C2)F)Cl)F)C#N